ClC1=C(C(=C(C=C1OC)OC)Cl)C1=CC2=C(N=C(N=C2)SC)C(=N1)N1CC2(COC2)C1 6-(6-(2,6-dichloro-3,5-dimethoxyphenyl)-2-(methylthio)pyrido[3,4-d]pyrimidin-8-yl)-2-oxa-6-azaspiro[3.3]heptane